C[C@@H]1[C@H](COC1)O |r| racemic-(3R,4S)-4-methyltetrahydrofuran-3-ol